(2-cyclopropyl-8-ethyl-5-oxo-pyrido[2,3-d]pyridazin-6-yl)-N-(5-fluoropyrimidin-2-yl)acetamide C1(CC1)C=1C=CC2=C(C(=NN(C2=O)CC(=O)NC2=NC=C(C=N2)F)CC)N1